2-[2-[4-chloro-2-(2-methyl-6-morpholin-4-ylpyrimidin-4-yl)oxyphenyl]pyrimidin-5-yl]ethanamine ClC1=CC(=C(C=C1)C1=NC=C(C=N1)CCN)OC1=NC(=NC(=C1)N1CCOCC1)C